3-Fluoro-6-methyl-10-(2-methyl-pyridin-3-yl)-6,7-dihydro-4,6-diaza-dibenzo[a,c]cyclohepten-5-one FC=1C=CC2=C(C(N(CC3=C2C=C(C=C3)C=3C(=NC=CC3)C)C)=O)N1